N-(1-(3-(2-(2-aminopyridin-3-yl)-3-(4-((4-((2-cyanopyrimidin-4-yl)amino)piperidin-1-yl)methyl)phenyl)-3H-imidazo[4,5-b]pyridin-5-yl)phenyl)piperidin-4-yl)-N-methylacetamide NC1=NC=CC=C1C1=NC=2C(=NC(=CC2)C=2C=C(C=CC2)N2CCC(CC2)N(C(C)=O)C)N1C1=CC=C(C=C1)CN1CCC(CC1)NC1=NC(=NC=C1)C#N